C(C)[SiH](C=1N(C2=CC=CC=C2C1C)C)CC 2-(Diethylsilyl)-1,3-dimethyl-1H-indole